1'-(5,6-dimethoxy-4'-oxo-1,3-dihydro-4'H-spiro[indene-2,5'-[1,3]oxazol]-2'-yl)-3H-spiro[2-benzofuran-1,4'-piperidin]-3-one COC=1C=C2CC3(C(N=C(O3)N3CCC4(CC3)OC(C3=C4C=CC=C3)=O)=O)CC2=CC1OC